FC(C1=NNC2=C1C(=NC=C2)C2=CC(=C(C=C2)S(=O)(=O)C)C)F 3-(difluoromethyl)-4-(3-methyl-4-methanesulfonylphenyl)-1H-pyrazolo[4,3-c]pyridine